O[C@H]([C@@](N)(C)C(=O)O)C (2s,3s)-3-HYDROXY-L-ISOVALINE